FC(C(C(C(C(C(C(C(CCCCCCCCCCCCCCCCCC)(F)F)(F)F)(F)F)(F)F)(F)F)(F)F)(F)F)(F)F 1,1,1,2,2,3,3,4,4,5,5,6,6,7,7,8,8-heptadecafluorohexacosane